[Pd](Cl)Cl.[CH-]1C=CC=C1.[CH-]1C=CC=C1.[Fe+2].[Pd].[Pd] dipalladium Ferrocene Palladium Chloride